ethyl 2-(4-methoxyphenyl)-2H-1,2,3-triazole-4-carboxylate COC1=CC=C(C=C1)N1N=CC(=N1)C(=O)OCC